Methyl 2-(4-cyclobutyl-1H-pyrazol-1-yl)-5-[({1-[2-fluoro-4-(trifluoromethoxy) phenyl]cyclopropyl}carbonyl) amino]benzoate C1(CCC1)C=1C=NN(C1)C1=C(C(=O)OC)C=C(C=C1)NC(=O)C1(CC1)C1=C(C=C(C=C1)OC(F)(F)F)F